[Si](C)(C)(C(C)(C)C)OCC1=CC(=NC=C1)O 4-(((tert-butyldimethylsilyl)oxy)methyl)pyridin-2-ol